1H-Pyrrol N1C=CC=C1